N,N-diisooctyl-3-oxaglutaric acid monoamide C(CCCCC(C)C)N(C(COCC(=O)O)=O)CCCCCC(C)C